[Si](C)(C)(C(C)(C)C)OCCCNC1=C2C(=CN(C2=C(C(=C1)Cl)F)C=1N=NN(C1)CCO)C=1C=NNC1 2-[4-[4-[3-[tert-butyl(dimethyl)silyl]oxypropylamino]-6-chloro-7-fluoro-3-(1H-pyrazol-4-yl)indol-1-yl]triazol-1-yl]ethanol